COC1=NN(C(N1C)=O)C(=O)NS(=O)(=O)C=1C(=CSC1C)C(=O)OC methyl 4-[(3-methoxy-4-methyl-5-oxo-1,2,4-triazole-1-carbonyl)sulfamoyl]-5-methylthiophene-3-carboxylate